di-tert-butyl 2-[4-[4-[6-chloro-4-[difluoro(phenyl)methyl]-2-pyridyl]piperazin-1-yl]sulfonylphenyl]-3-oxo-2,6,9-triazaspiro[4.5]decane-6,9-dicarboxylate ClC1=CC(=CC(=N1)N1CCN(CC1)S(=O)(=O)C1=CC=C(C=C1)N1CC2(CC1=O)N(CCN(C2)C(=O)OC(C)(C)C)C(=O)OC(C)(C)C)C(C2=CC=CC=C2)(F)F